(1S,2S)-N-(7-chloro-6-(1-((3R,4R)-4-hydroxy-3-methyltetrahydrofuran-3-yl)piperidin-4-yl)isoquinolin-3-yl)-2-(1-isopropyl-1H-pyrazol-5-yl)cyclopropane-1-carboxamide ClC1=C(C=C2C=C(N=CC2=C1)NC(=O)[C@@H]1[C@H](C1)C1=CC=NN1C(C)C)C1CCN(CC1)[C@@]1(COC[C@@H]1O)C